(1S,2S,4R,5S)-2-(hydroxymethyl)-2-(methoxymethyl)-5-(trifluoromethyl)quinuclidin-3-one OC[C@]1(N2C[C@H]([C@H](C1=O)CC2)C(F)(F)F)COC